C(C1CO1)CCCO[Si](OC)(OC)OC (3-glycidylpropoxy)trimethoxysilane